C[C@@H]1CN(C[C@@H](N1)C)C1=CC=CC(=N1)CNC=1C2=C(N=CN1)NC=C2C2CCOCC2 N-((6-((3R,5S)-3,5-Dimethylpiperazin-1-yl)pyridin-2-yl)methyl)-5-(tetrahydro-2H-pyran-4-yl)-7H-pyrrolo[2,3-d]pyrimidin-4-amine